6-[(3R)-3-methyl-1,2,3,4-tetrahydroisoquinoline-2-carbonyl]-2,3-dihydro-1H-isoindole-2-carboxylic acid benzyl ester C(C1=CC=CC=C1)OC(=O)N1CC2=CC(=CC=C2C1)C(=O)N1CC2=CC=CC=C2C[C@H]1C